4-chloro-3,5-difluoro-N-[(3S,6R)-6-{5-[2-(trifluoromethoxy)ethoxy]-1,3,4-oxadiazol-2-yl}piperidin-3-yl]benzamide ClC1=C(C=C(C(=O)N[C@@H]2CN[C@H](CC2)C=2OC(=NN2)OCCOC(F)(F)F)C=C1F)F